BrC=1C=C(C(=C(C=O)C1)OC1=CC=C(C=C1)OC)OC 5-bromo-3-methoxy-2-(4-methoxyphenyloxy)benzaldehyde